OC1=CC2=CC=C3C=CC=C4C=CC(=C1)C2=C43 2-hydroxypyrene